pyrazol cyclononan-9-yl-4-nitrobenzenesulfonate C1CCCCCCCC1C1=C(C=CC(=C1)[N+](=O)[O-])S(=O)(=O)O.N1N=CC=C1